rac-(7S)-7-tert-butyl-N-[rac-(1R)-1-(3-carbamoylphenyl)-3-(dimethylamino)propyl]-5,6,7,8-tetrahydrothiazolo[5,4-b]quinoline-2-carboxamide C(C)(C)(C)[C@@H]1CC=2C=C3C(=NC2CC1)SC(=N3)C(=O)N[C@H](CCN(C)C)C3=CC(=CC=C3)C(N)=O |r|